2-(2-Fluorochinolin-7-yl)-3-(2-((1-methylcyclopentyl)methyl)oxazol-5-yl)-6,7-dihydro-5H-cyclopenta[b]pyridin-7-ol FC1=NC2=CC(=CC=C2C=C1)C1=C(C=C2C(=N1)C(CC2)O)C2=CN=C(O2)CC2(CCCC2)C